NC1=CC(=C2CN(C(C2=C1)=O)C(\C=C\C)=O)C=1C=C2C(=NNC2=CC1)C 6-amino-2-[(2E)-but-2-enoyl]-4-(3-methyl-1H-indazol-5-yl)-2,3-dihydro-1H-isoindol-1-one